(E)-3,3,3-trifluoro-N,N-bis(trifluoromethyl)prop-1-en-1-amine FC(/C=C/N(C(F)(F)F)C(F)(F)F)(F)F